COC=C1C2CCC(CC1)O2 (methoxymethylene)-8-oxabicyclo[3.2.1]octane